CC1(OB(OC1(C)C)C1=CC=C2CNC(C2=C1)=O)C (E)-6-(4,4,5,5-tetramethyl-1,3,2-dioxaborolan-2-yl)-2,3-dihydro-1H-isoindol-1-one